Tert-Butyl 6-[[5-(trifluoromethyl)pyrimidin-2-yl]methylene]-2-azaspiro[3.3]heptane-2-carboxylate FC(C=1C=NC(=NC1)C=C1CC2(CN(C2)C(=O)OC(C)(C)C)C1)(F)F